4-naphthalenedimethanol C1(=CC=C(C2=CC=CC=C12)CO)CO